OCCCNC(\C=C\C=1NC(NC(C1C)=O)=O)=O (E)-N-(3-hydroxypropyl)-3-(5-methyl-2,6-dioxo-1,2,3,6-tetrahydropyrimidin-4-yl)acrylamide